1-(3,4-dihydroisoquinolin-2(1H)-yl)pentadeca-4,6,8,12-tetraene-3,10-diol C1N(CCC2=CC=CC=C12)CCC(C=CC=CC=CC(CC=CCC)O)O